FC1=CC(=C(C=C1)NC1=C(C(=O)NC=2C(=NC(=NC2)OC)C)C=CC(=C1)OC(F)(F)F)C 2-((4-fluoro-2-methylphenyl)amino)-N-(2-methoxy-4-methylpyrimidin-5-yl)-4-(trifluoromethoxy)benzamide